COCS(=O)(=O)C=1C=C(C=CC1)CS(=O)(=O)Cl (3-methoxymethanesulfonylphenyl)methanesulfonyl chloride